C(CCC)OC(OCCCC)[SiH2]C1=CC=C(C=C1)C=C dibutoxymethyl-(4-vinylphenyl)silane